C1(CC1)C(=O)NC1=CC(=C(C(=O)O)C=C1)N1CC(CC(C1)C)C SYN-4-(cyclopropanecarbonylamino)-2-(3,5-dimethylpiperidin-1-yl)benzoic acid